norbornyl acrylate methyl-acrylate COC(C=C)=O.C(C=C)(=O)OC12CCC(CC1)C2